C(CC)(=O)[O-].C(CC)(=O)[O-].C(C)C(C(=O)[O-])(C(O)(C(=O)O)CC(=O)[O-])CC.C(C)C(C(=O)O)(C(O)(C(=O)O)CC(=O)O)CC.[Zr+4] zirconium bis(diethylcitrate) dipropionate